N1(CCCCCC1)C=1C=C(C=CC1C(=O)N1C(CN(CC1)CCC)C1=CC=CC=C1)NC(=O)C1CC1 N-[3-(azepan-1-yl)-4-(2-phenyl-4-propylpiperazine-1-carbonyl)phenyl]Cyclopropanecarboxamide